[Mo](=[Te])=[Te] molybdenum(IV) telluride